4-(1-cyclopropyl-3-phenylpropoxy)-3-ethoxybenzaldehyde C1(CC1)C(CCC1=CC=CC=C1)OC1=C(C=C(C=O)C=C1)OCC